[Na+].OCCN(CCO)CC(CS(=O)(=O)[O-])O 3-[N,N-bis(hydroxyethyl)amino]-2-hydroxypropanesulfonic acid sodium salt